ClC=1C=CC(=C(C1)C1=CC(=C(N=N1)SC(CO)(C)C)NC1=CC(=NC=C1)NC(CCN1CCN(CC1)C)=O)F N-(4-{[6-(5-chloro-2-fluorophenyl)-3-[(1-hydroxy-2-methylpropan-2-yl)sulfanyl]pyridazin-4-yl]amino}pyridin-2-yl)-3-(4-methylpiperazin-1-yl)propanamide